N1CCC(=CC1)C1=CN2C(=NC=CC2=O)S1 2-(1,2,3,6-tetrahydropyridin-4-yl)thiazolo[3,2-a]Pyrimidin-5-one